(4S)-4-[N-(3-chloro-2,4-difluorophenyl)-N-methylcarbamoyl]-2-oxo-3-[7-(trifluoromethylthio)(1,3-thiazolo[4,5-e]pyridin-5-yl)]imidazolidinecarboxylic acid tert-butyl ester C(C)(C)(C)OC(=O)N1C(N([C@@H](C1)C(N(C)C1=C(C(=C(C=C1)F)Cl)F)=O)C1=NC2=C(C(=C1)SC(F)(F)F)N=CS2)=O